ClC1=CC(=NC=C1C(=O)/N=C(\C)/N(C)C)Cl (E)-4,6-dichloro-N-(1-(dimethylamino)ethylidene)nicotinamide